BrC1=NC(=CC(=C1)C1=CC2=C(C3=CC=CC=C3C(=C2C=C1)C1=CC2=CC=CC=C2C=C1)C1=CC2=CC=CC=C2C=C1)Br 2,6-dibromo-4-(9,10-di(naphthalen-2-yl)anthracen-2-yl)pyridine